(E)-4-(7-((4-(1-isopropyl-1H-pyrazol-4-yl)-5-methylpyrimidin-2-yl)amino)-1,2,3,4-tetrahydroisoquinolin-2-yl)butenoic acid C(C)(C)N1N=CC(=C1)C1=NC(=NC=C1C)NC1=CC=C2CCN(CC2=C1)C/C=C/C(=O)O